ClC=1C=CC(=C(C1)C1=NN(C=C1NC(=O)C=1C=NN2C1N=CC=C2)CC=2N=NN(N2)CCN2CCOCC2)OC(F)F N-[3-[5-chloro-2-(difluoromethoxy)phenyl]-1-[[2-(2-morpholinoethyl)tetrazol-5-yl]methyl]pyrazol-4-yl]pyrazolo[1,5-a]pyrimidine-3-carboxamide